(1-(6-aminopyridin-3-yl)azetidin-3-yl)methanol NC1=CC=C(C=N1)N1CC(C1)CO